C(C1=CC=CC=C1)OCCN1C=NC2=CC=C(C=C2C1=O)NC=1C(=C(C=CC1)NS(=O)(=O)N1CC(CC1)F)C#N N-[3-[[3-(2-benzyloxyethyl)-4-oxo-quinazolin-6-yl]amino]-2-cyano-phenyl]-3-fluoro-pyrrolidine-1-sulfonamide